2-chloro-4-trifluoromethyl-1,3-thiazole-5-carboxylic acid phenylmethyl ester C1(=CC=CC=C1)COC(=O)C1=C(N=C(S1)Cl)C(F)(F)F